benzyl 2-methoxy-2-methyl-4-oxobutanoate COC(C(=O)OCC1=CC=CC=C1)(CC=O)C